C(C)(C)(C)C1=CC=C(C=C1)[C@H](C)NC(=O)C1=CC=C2C(=C(N(C2=C1)CC(C)C)C)CC=1C=CC(=C(O[C@@H](C(=O)O)C)C1)F (R)-2-(5-((6-(((S)-1-(4-(tert-butyl)phenyl)ethyl)carbamoyl)-1-isobutyl-2-methyl-1H-indol-3-yl)methyl)-2-fluorophenoxy)propanoic acid